O1CCN(CC1)C1=CC(=C(C)C=C1)C1=CC=C(C=C1)OC 4-morpholino-2-(4-methoxyphenyl)toluene